4-epoxy-tricyclo[5.2.1.02,6]decene C123C4(CC=CC4C(CC1)C2)O3